C(C=CC1=CC=CC=C1)(=O)N1CC2=CC=C(C=C2CC1)OCC1=CC=C(S1)C(=O)NO 5-(((2-cinnamoyl-1,2,3,4-tetrahydroisoquinolin-6-yl)oxy)methyl)-N-hydroxythiophene-2-carboxamide